NC[C@H](O)C=1C=NN(C1)C1=C(C=C(C#N)C=C1)OC1=NC(=NC(=C1)C1=C(C=CC=C1)F)C 4-[4-[(1R)-2-amino-1-hydroxyethyl]pyrazol-1-yl]-3-[6-(2-fluorophenyl)-2-methylpyrimidin-4-yl]oxybenzonitrile